7-propynyl-7-deazaadenine C(#CC)C1C=NC2=NC=NC(=C12)N